4-[(methoxyamino)methyl]benzonitrile hydrochloride Cl.CONCC1=CC=C(C#N)C=C1